[Cr](=O)(=O)([O-])Cl.[NH+]1=CC=CC=C1 pyridinium chlorochromate